(2R)-benzyl 2-methyl-3-oxopiperazine-1-carboxylate C[C@H]1N(CCNC1=O)C(=O)OCC1=CC=CC=C1